(6E)-8-[1-(trans-4-aminocyclohexyl)vinyl]-6-methoxyimino-5,5-dimethyl-benzo[h]quinazolin-4-amine N[C@@H]1CC[C@H](CC1)C(=C)C=1C=CC2=C(/C(/C(C=3C(=NC=NC23)N)(C)C)=N/OC)C1